1-(4-(3-(3,4-dimethoxyphenyl)-2-methyl-1H-pyrrolo[2,3-c]pyridin-5-yl)piperidin-1-yl)-2-(dimethylamino)ethan-1-one COC=1C=C(C=CC1OC)C1=C(NC2=CN=C(C=C21)C2CCN(CC2)C(CN(C)C)=O)C